C1(CCC1)NC1=C2C(=NC(=C1)NC1=C(C=C(C=C1)S(=O)(=O)N1CCC(CC1)N1CCOCC1)OC)NC=C2C#N 4-(cyclobutylamino)-6-((2-methoxy-4-((4-morpholinopiperidin-1-yl)sulfonyl)phenyl)amino)-1H-pyrrolo[2,3-b]pyridine-3-carbonitrile